O1CCC(CC1)NC1=NC=C2N=C(N(C2=N1)C1CCC(CC1)C(=O)N)NC1=C(C=C(C=C1F)F)F (1s,4s)-4-(2-(tetrahydro-2H-pyran-4-ylamino)-8-(2,4,6-trifluorophenylamino)-9H-purin-9-yl)cyclohexanecarboxamide